BrCCOC1=CC=C(C=C1)C(C(=O)OC)(C)C methyl 2-[4-(2-bromoethoxy)phenyl]-2-methylpropanoate